Cl[Si](N([Si](C)(Cl)Cl)C(C(Cl)(Cl)Cl)Cl)(C)Cl 1,1,3,3-tetrachloro-1,3-dimethyl-tetrachloro-2-ethyldisilazane